2-(2,2-difluoroethoxy)-6-trifluoromethyl-phenylpropylthioether FC(COC1=C(C(=CC=C1)C(F)(F)F)CCCSCCCC1=C(C=CC=C1C(F)(F)F)OCC(F)F)F